4-(2-(2-methoxyethyl)-2,8-diazaspiro[4.5]decan-8-yl)-2-(pyridin-4-yl)pyrido[3,4-d]pyrimidine COCCN1CC2(CC1)CCN(CC2)C=2C1=C(N=C(N2)C2=CC=NC=C2)C=NC=C1